C(C)OCCOCCN1N=CC=2C1=NC(=NC2NC(=O)C=2SC(=CC2)[N+](=O)[O-])C2=CC=C(C=C2)F N-(1-(2-(2-ethoxyethoxy)ethyl)-6-(4-fluorophenyl)-1H-pyrazolo[3,4-d]pyrimidin-4-yl)-5-nitrothiophene-2-carboxamide